(2R,3S,4S,5R)-3-(3-(difluoromethyl)-4-fluoro-2-methoxyphenyl)-N-(6-((S)-1,2-dihydroxyethyl)pyridin-3-yl)-4,5-dimethyl-5-(trifluoromethyl)tetrahydrofuran-2-carboxamide FC(C=1C(=C(C=CC1F)[C@H]1[C@@H](O[C@]([C@H]1C)(C(F)(F)F)C)C(=O)NC=1C=NC(=CC1)[C@@H](CO)O)OC)F